4-(((4-nitrophenoxy)carbonyl)oxy)piperidine-1-carboxylic acid tert-butyl ester C(C)(C)(C)OC(=O)N1CCC(CC1)OC(=O)OC1=CC=C(C=C1)[N+](=O)[O-]